ClC=1C(=C(NC2=C(NC3=C2C(NCC3)=O)C3=C(C=NC=C3)OC[C@@H]3CNCCO3)C=C(C1)F)OC 3-(3-Chloro-5-fluoro-2-methoxyanilino)-2-(3-{[(2S)-morpholin-2-yl]methoxy}pyridin-4-yl)-1,5,6,7-tetrahydro-4H-pyrrolo[3,2-c]pyridin-4-one